C(C)N1C(=O)N(C(=O)C(=C1N)NC(\C=C\C1=CC(=C(C=C1)OC)OC)=O)CC (E)-1,3-diethyl-6-amino-5-(3,4-dimethoxyphenyl-acryloyl)amino-uracil